N-((4bR,9bR)-1-amino-4b-hydroxy-8-methyl-10-oxo-4b,10-dihydro-9bH-indeno[1,2-b]benzofuran-9b-yl)acetamide NC1=C2C([C@]3([C@](OC4=C3C=C(C=C4)C)(C2=CC=C1)O)NC(C)=O)=O